CC=1C=C(C#N)C=CC1[C@]1(C[C@@H]2[C@H](N(OC2(C)C)C)[C@H](C1)C)C |r| rac-3-methyl-4-((3ar,5r,7s,7ar)-1,3,3,5,7-pentamethyloctahydrobenzo[c]isoxazol-5-yl)benzonitrile